4-[(4-iodophenoxyethylsulfanyl)methyl]1,3-dihydroimidazole-2-thione IC1=CC=C(OCCSCC=2NC(NC2)=S)C=C1